ICC=1C=C(C=C(C1)CI)OC(CC)=O 3,5-bis(iodomethyl)phenylpropionate